Cl.NCC=1C=NN(C1)CC1=CC2=C(C(=NO2)NS(=O)(=O)C2=C(C=CC(=C2)C)OC)C(=C1)OC N-(6-((4-(aminomethyl)-1H-pyrazol-1-yl)methyl)-4-methoxybenzo[d]isoxazol-3-yl)-2-methoxy-5-methylbenzenesulfonamide hydrochloride